ClC1=C(C=C(OCCCN2C(=CC(=C2)N(C=2C=C(C=CC2)C)CC2=CC=C(C=C2)C(C)C)C(=O)O)C=C1C)C (3-(4-chloro-3,5-dimethylphenoxy)propyl)-4-((4-isopropylbenzyl)(m-tolyl)amino)-1H-pyrrole-2-carboxylic acid